(5S)-N-(6-methyl-2-oxo-1-(2,2,2-trifluoroethyl)-5-(2,3,5-trifluorophenyl)piperidine-3-yl)-2'-oxo-1',2',6,7-tetrahydro-4H-spiro[benzofuran-5,3'-pyrrolo[2,3-b]pyridine]-2-Formamide CC1C(CC(C(N1CC(F)(F)F)=O)NC(=O)C=1OC2=C(C1)C[C@@]1(C(NC3=NC=CC=C31)=O)CC2)C2=C(C(=CC(=C2)F)F)F